NC(CCCCC(=O)O)([2H])[2H] 6-amino-6,6-dideuteriohexanoic acid